((4-Acetamido-3-(trifluoromethyl)phenyl)-carbamoyl)(3-(4-(4,6-dimethylpyrimidin-5-yl)benzyl)-1,2,3-oxadiazol-3-ium-5-yl)amide C(C)(=O)NC1=C(C=C(C=C1)NC(=O)[N-]C1=C[N+](=NO1)CC1=CC=C(C=C1)C=1C(=NC=NC1C)C)C(F)(F)F